bis(2-hydroxypropyl)-ammonium dimethyl-sulfate COS(=O)(=O)OC.OC(C[NH2+]CC(C)O)C